α-tocopheryl oxalate CC1=C(C(=C(C2=C1O[C@](CC2)(C)CCC[C@H](C)CCC[C@H](C)CCCC(C)C)C)OC(=O)C(=O)O)C